CN(C=1N=NN(C1)CC(=O)N1C(CC(C1)F)C(=O)NC(C1=NC=C(C=C1)C(C)C)C1=CC=CC=C1)C 1-{2-[4-(dimethylamino)-1H-1,2,3-triazol-1-yl]acetyl}-4-fluoro-N-{phenyl[5-(propan-2-yl)pyridin-2-yl]methyl}pyrrolidine-2-carboxamide